C(C)(=O)N1[C@@H]([C@H]2C([C@H]2C1)(C)C)C(=O)OC methyl (1R,2S,5S)-3-acetyl-6,6-dimethyl-3-azabicyclo[3.1.0]hexane-2-carboxylate